benzyl 4-((2R)-3-((7-(2,4-difluorophenyl)-4-hydroxy-2-oxo-6-(trifluoromethyl)-1,2-dihydroquinazolin-8-yl)thio)-2-hydroxypropyl)-5,6-dihydropyridine-1(2H)-carboxylate FC1=C(C=CC(=C1)F)C1=C(C=C2C(=NC(NC2=C1SC[C@@H](CC1=CCN(CC1)C(=O)OCC1=CC=CC=C1)O)=O)O)C(F)(F)F